ClC1=CC=C(CNC(=O)C2=CC=C3N2CCN(C3=O)CC3(CC3)S(=O)(=O)C3CC3)C=C1 N-(4-Chlorobenzyl)-2-((1-(cyclopropylsulfonyl)cyclopropyl)methyl)-1-oxo-1,2,3,4-tetrahydropyrrolo[1,2-a]pyrazine-6-carboxamide